[F].S(=O)(=O)(O)C(C(=O)[O-])CC(=O)[O-].[Na+].[Na+] sodium sulfosuccinate fluorine